Cl.C1(CC1)C(C(F)(F)F)N 1-cyclopropyl-2,2,2-trifluoroethan-1-amine hydrochloride